C=1C2=C(OC1)C=CC1=CC=CC(=C12)C1=CC=2N=CN=CC2C=N1 7-(naphtho[2,1-b]furan-9-yl)pyrido[4,3-d]pyrimidine